ε-caprolactone acrylate C(C=C)(=O)O.C1(CCCCCO1)=O